FC1=C(C(=CC=C1)F)C(C)(C)C1=NC(=NO1)C1=NC(=CC(=N1)O[C@@H]1C[C@H](NCC1)CC#N)O[C@@H](C)[C@H]1N(C[C@@H](C1)OC)C 2-[(2R,4S)-4-[(2-{5-[2-(2,6-difluorophenyl)propan-2-yl]-1,2,4-oxadiazol-3-yl}-6-[(1S)-1-[(2S,4R)-4-methoxy-1-methylpyrrolidin-2-yl]ethoxy]pyrimidin-4-yl)oxy]piperidin-2-yl]acetonitrile